5-((5-((1R,3S)-3-(5-(tert-butyl)oxazol-2-yl)cyclopentyl)-1H-pyrazol-3-yl)amino)-1-methyl-1,3-dihydrobenzo[c]isothiazole 2,2-dioxide C(C)(C)(C)C1=CN=C(O1)[C@@H]1C[C@@H](CC1)C1=CC(=NN1)NC1=CC2=C(N(S(C2)(=O)=O)C)C=C1